2-(2,4-dimethoxybenzyl)pyrimido[5,4-d]pyrimidine-2,8-diamine COC1=C(CC2(N=CC3=C(N2)C(=NC=N3)N)N)C=CC(=C1)OC